NN1C(=NC(=C1C(=O)OCC)C1=CC=C(C=C1)C(NC1=NC=C(C=C1)C)=O)[C@H]1N(CCC1)C(=O)OC(C)(C)C (S)-ethyl 1-amino-2-(1-(tert-butoxycarbonyl)pyrrolidin-2-yl)-4-(4-((5-methylpyridin-2-yl)carbamoyl)phenyl)-1H-imidazole-5-carboxylate